CCCCCCCCCCCCC(=O)NCCS(=O)(=O)[O-] N-methyllauroyltaurat